tert-butyl (4S)-4-(2-amino-2-phenyl-ethyl)-2,2-dimethyl-pyrrolidine-1-carboxylate NC(C[C@H]1CC(N(C1)C(=O)OC(C)(C)C)(C)C)C1=CC=CC=C1